CN1CC(C1)(C)[C@@](C=1C=C(C=NC1)N1CC(CC1)CCOC)(C1=CC=C(C=C1)C(C)C)O 1-{5-[(R)-(1,3-Dimethyl-azetidin-3-yl)-hydroxy-(4-isopropyl-phenyl)-methyl]-pyridin-3-yl}-3-(2-methoxy-ethyl)-pyrrolidin